6-tert-Butyl-N-(3-hydroxyphenyl)sulfonyl-2-(p-tolyl)pyridin-3-carboxamid C(C)(C)(C)C1=CC=C(C(=N1)C1=CC=C(C=C1)C)C(=O)NS(=O)(=O)C1=CC(=CC=C1)O